4-({Methyl[4-methyl-1-(4-methylfuran-3-carbonyl)-3-[2-oxo-1-(pyrrolidin-1-carbonyl)-3-(trifluoromethyl)piperidin-4-yl]-1H-pyrazol-5-yl]amino}methyl)benzol CN(C1=C(C(=NN1C(=O)C1=COC=C1C)C1C(C(N(CC1)C(=O)N1CCCC1)=O)C(F)(F)F)C)CC1=CC=CC=C1